(6-(isopropyl-(methyl)amino)pyridin-3-yl)(phenyl)methanone C(C)(C)N(C1=CC=C(C=N1)C(=O)C1=CC=CC=C1)C